oxonorbornene O=C1C2C=CC(C1)C2